C(C)(C)(C)OC(=O)N1C[C@H](OC[C@H]1C(C1=C(C=C(C=C1)N1C(=CC2=C1N=CNC2=O)Cl)C)=O)C (2r,5s)-5-(4-(6-chloro-4-oxo-3,4-dihydro-7H-pyrrolo[2,3-d]pyrimidin-7-yl)2-methylbenzoyl)-2-methylmorpholine-4-carboxylic acid tert-butyl ester